1-[(3-{3-fluoro-4-[(2-methyl-1H-imidazol-1-yl)methyl]Phenyl}-5-(2-methylpropyl)thiophene-2-Yl)sulfonyl]-3-propylurea FC=1C=C(C=CC1CN1C(=NC=C1)C)C1=C(SC(=C1)CC(C)C)S(=O)(=O)NC(=O)NCCC